2-(4-((3-methoxyphenyl)amino)-7-methoxyquinazolin-6-yl)-oxydiethylacetamide COC=1C=C(C=CC1)NC1=NC=NC2=CC(=C(C=C12)OC(C(=O)N)(CC)CC)OC